C1CC=C1 3-cyclobutene